C1(CC1)CCC1(CCN(CC1)CC1=CC=C(C=C1)NC(C)=O)COCC N-(4-((4-(2-cyclopropylethyl)-4-(ethoxymethyl)piperidin-1-yl)methyl)phenyl)acetamide